sodium copper ethylenediamine tetraacetate C(C)(=O)ON(CCN(OC(C)=O)OC(C)=O)OC(C)=O.[Cu].[Na]